2,2-difluoro-3-(5-(5-((1-(3-fluoropropyl)azetidin-3-yl)amino)pyridin-2-yl)-7-methyl-4,5,7,8-tetrahydro-6H-thiazolo[5',4':4,5]pyrrolo[2,3-c]pyridin-6-yl)propan-1-ol FC(CO)(CN1C(C2=C(CC1C)C1=C(N2)N=CS1)C1=NC=C(C=C1)NC1CN(C1)CCCF)F